6-Chloro-3-({1-[5-(5-fluoropyridin-2-yl)-2,6-dimethyl-7-oxothieno[3,2-b]pyran-3-yl]ethyl}amino)pyridine-2-carboxylic acid ClC1=CC=C(C(=N1)C(=O)O)NC(C)C1=C(SC2=C1OC(=C(C2=O)C)C2=NC=C(C=C2)F)C